1-((2-(isopropylamino)pyridin-4-yl)methyl)-5,5-dimethyl-3-(1,3,3-trimethyl-2-oxoindolin-6-yl)imidazolidine-2,4-dione C(C)(C)NC1=NC=CC(=C1)CN1C(N(C(C1(C)C)=O)C1=CC=C2C(C(N(C2=C1)C)=O)(C)C)=O